N-((R)-1-(1-amino-3,6,9,12-tetraoxapentadecan-15-yl)pyrrolidin-3-yl)-3-((R)-4-(4-chloro-2-(difluoromethyl)benzoyl)-2-ethylpiperazin-1-yl)-6-(2-ethoxyphenyl)picolinamide NCCOCCOCCOCCOCCCN1C[C@@H](CC1)NC(C1=NC(=CC=C1N1[C@@H](CN(CC1)C(C1=C(C=C(C=C1)Cl)C(F)F)=O)CC)C1=C(C=CC=C1)OCC)=O